7-(benzyloxy)-4-(4-bromophenyl)chroman-4-ol C(C1=CC=CC=C1)OC1=CC=C2C(CCOC2=C1)(O)C1=CC=C(C=C1)Br